C[C@H]1C[C@H](C2=NC=CC=C2O1)CNC(OC(C)(C)C)=O tert-butyl {[(2S,4S)-2-methyl-3,4-dihydro-2H-pyrano[3,2-b]pyridin-4-yl]methyl}carbamate